ClC=1C=CC(=NC1C(F)(F)F)C(O)(C=1N(C=C(N1)S(=O)(=O)C)COCC[Si](C)(C)C)C1=CC=C(C=C1)Cl (5-chloro-6-(trifluoromethyl)pyridin-2-yl)(4-chlorophenyl)(4-(methylsulfonyl)-1-((2-(trimethylsilyl)ethoxy)methyl)-1H-imidazol-2-yl)methanol